CN1N=CC(=C1)NC1=NC=CC(=N1)C1=CC2CCC(C1)N2C(CC#N)=O 3-(3-(2-((1-Methyl-1H-pyrazol-4-yl)amino)pyrimidin-4-yl)-8-azabicyclo[3.2.1]oct-2-en-8-yl)-3-oxopropionitrile